2-(5-amino-2-(furan-2-yl)-7H-pyrazolo[4,3-e][1,2,4]triazolo[1,5-c]pyrimidin-7-yl)-2-phenylacetic acid methyl ester COC(C(C1=CC=CC=C1)N1N=CC=2C=3N(C(=NC21)N)N=C(N3)C=3OC=CC3)=O